CN1CCN(CC1)C=1C=C(C=CC1)NC1=CC=C2C(=N1)NC=C2C2=CC(=NC=C2)N2CCN(CC2)C N-(3-(4-methylpiperazin-1-yl)phenyl)-3-(2-(4-methylpiperazin-1-yl)pyridin-4-yl)-1H-pyrrolo[2,3-b]pyridin-6-amine